C(C)[N+](CCCCC)(C)CC N,N-Diethyl-N-methyl-N-pentylammonium